(2-(4-fluoro-3,5-dimethylphenylamino)-5-methylpyrimidin-4-ylamino)-7-methylbenzo[d]oxazol-2(3H)-one FC1=C(C=C(C=C1C)NC1=NC=C(C(=N1)NN1C(OC2=C1C=CC=C2C)=O)C)C